p-methylbenzyl phenyl sulfide C1(=CC=CC=C1)SCC1=CC=C(C=C1)C